FC(C1=NN=C(S1)C1=NC=C2N1C=C(C=C2C=2CCNCC2)S(=O)(=O)NC2(CC2)C)F 3-(5-(difluoromethyl)-1,3,4-thiadiazol-2-yl)-N-(1-methylcyclopropyl)-8-(1,2,3,6-tetrahydropyridin-4-yl)imidazo[1,5-a]pyridine-6-sulfonamide